FC=1C=C2[C@H]3CCCN3C=3C=CN4N=CC(C(NCCCOC2=NC1)=O)=C4N3 (6R)-9-fluoro-13-oxa-2,11,17,21,22,25-hexaazapentacyclo[17.5.2.02,6.07,12.022,26]hexacosa-1(25),7,9,11,19(26),20,23-heptaen-18-one